CC=1SC=2C(N1)=C(C=CC2)B(O)O 2-METHYLBENZOTHIAZOLE-4-BORONIC ACID